F[C@H]1[C@H](CN(C1)C=1C=NC(=CC1)C)NC(=O)[C@H]1CCN(C2(CC2)C1)C(=O)C1=NNC(=C1)C1=CC(=NC=C1F)OC (S)-N-((3S,4r)-4-fluoro-1-(6-methylpyridin-3-yl)pyrrolidin-3-yl)-4-(5-(5-fluoro-2-methoxypyridin-4-yl)-1H-pyrazole-3-carbonyl)-4-azaspiro[2.5]octane-7-carboxamide